ClC=1C=C(C(=NC1)N(C(=O)C1=NC(=CN=C1)C=1C=NC(=CC1)C(F)(F)F)C)C N-(5-chloro-3-methylpyridin-2-yl)-N-methyl-6-(6-(trifluoromethyl)pyridin-3-yl)pyrazine-2-carboxamide